5-(isopropyl-(methyl)amino)pyrazine-2-carboxamide methyl-2-amino-6-benzyloxy-10-bromo-[1,2,4]triazolo[5,1-a]isoquinoline-5-carboxylate COC(=O)C=1N2C(C3=C(C=CC=C3C1OCC1=CC=CC=C1)Br)=NC(=N2)N.C(C)(C)N(C=2N=CC(=NC2)C(=O)N)C